BrC=1C=C(OC2CCN(CC2)C(=O)OC(C)(C)C)C=CC1Cl tert-Butyl 4-(3-bromo-4-chloro-phenoxy)piperidine-1-carboxylate